C(N)(O)=O.NC=1C(C=2C(C3(N(C2C(C1C)=O)CC1C3N1)OC)CO)=O 6-Amino-1,1a,2,8,8a,8b-hexahydro-8-(hydroxymethyl)-8a-methoxy-5-methyl-azirino[2',3':3,4]pyrrolo[1,2-a]indole-4,7-dione carbamate